ClC1=C(C(=O)NC2=CC(=NC=C2)C2=CC=C(C=C2)F)C=C(C=C1)C#N 2-chloro-5-cyano-N-(2-(4-fluorophenyl)pyridin-4-yl)benzamide